O=C1N(C(C2C=CC=CC12)=O)C[C@H]1N(C(CC1)=O)CC=O 2-[(2S)-2-[(1,3-dioxo-3a,7a-dihydro-isoindol-2-yl)methyl]-5-oxopyrrolidin-1-yl]acetaldehyde